ClC=1C=C(C=CC1Cl)C1=CC=C(C(=O)N2CCN(CC2)C2=NC3=CC=CC=C3C(N2)=O)C=C1 2-[4-[4-(3,4-Dichlorophenyl)benzoyl]piperazin-1-yl]-3H-quinazolin-4-one